P(=O)(O)(O)OC[C@@H](N)CC1=CNC=N1 L-Histidinol phosphate